Cl.CC(CC[C@@H](C(=O)O)NCC1=C2C=CN(C2=CC=C1)C)(C)C (S)-5,5-dimethyl-2-(((1-methyl-1H-indol-4-yl)methyl)amino)hexanoic acid hydrochloride